1-{2-[1-(Cyclopropylmethyl)-1H-pyrrolo[2,3-b]pyridin-2-yl]-7-methoxy-1-methyl-1H-1,3-benzodiazole-5-carbonyl}-4-(difluoromethoxy)piperidin-3-amine C1(CC1)CN1C(=CC=2C1=NC=CC2)C2=NC1=C(N2C)C(=CC(=C1)C(=O)N1CC(C(CC1)OC(F)F)N)OC